4-{[6-(5-chloro-2-fluorophenyl)pyridazin-4-yl]Amino}-1-{[2-(trimethylsilyl)ethoxy]Methyl}-1H-pyrrolo[2,3-b]Pyridine-2-carboxylic acid lithium salt [Li+].ClC=1C=CC(=C(C1)C1=CC(=CN=N1)NC1=C2C(=NC=C1)N(C(=C2)C(=O)[O-])COCC[Si](C)(C)C)F